tridecan-7-yl 6-((7-((4,4-bis(((Z)-oct-5-en-1-yl)oxy)butanoyl)oxy)heptyl)(((2-(dimethylamino)ethyl)thio)carbonyl)amino)hexanoate C(CCC\C=C/CC)OC(CCC(=O)OCCCCCCCN(CCCCCC(=O)OC(CCCCCC)CCCCCC)C(=O)SCCN(C)C)OCCCC\C=C/CC